C(C)(C)(C)OC(=O)N1C(CN(CC1)C1=NC=CC=C1)C(=O)OC.C(CCC)NC([C@H](CC1=CC=CC=C1)NC(C(C(C)C)/N=C/C1=C(C=CC=C1)P(C1=CC=CC=C1)C1=CC=CC=C1)=O)=O N-((S)-1-(butylamino)-1-oxo-3-phenylpropan-2-yl)-2-(((E)-2-(diphenylphosphaneyl)benzylidene)amino)-3-methylbutanamide tert-butyl-2-methoxycarbonyl-4-(2-pyridyl)-1-piperazinecarboxylate